C1=CC=C(C=2SC3=C(C21)C=CC=C3)C=3C=C(C=C(C3)C3=CC=2C(C1=CC=CC=C1C2C=C3)(C)C)C3=NC(=NC(=N3)C3=CC=CC=C3)C3=CC=CC=C3 2-{3-(dibenzothiophen-4-yl)-5-(9,9-dimethylfluoren-2-yl)-phenyl}-4,6-diphenyl-1,3,5-triazine